6-(((S)-(1-cyclopropyl-1H-1,2,3-triazol-4-yl)(isoindolin-4-yl)methyl)amino)-4-(((R)-1-phenylpropyl)amino)quinoline-3,8-dicarbonitrile C1(CC1)N1N=NC(=C1)[C@H](C1=C2CNCC2=CC=C1)NC=1C=C2C(=C(C=NC2=C(C1)C#N)C#N)N[C@H](CC)C1=CC=CC=C1